CN(C1=CC=C(C=C1)C=1C(=NNN1)C#N)C 5-(4-(dimethylamino)phenyl)-2H-1,2,3-triazole-4-carbonitrile